C1(CC1)C1=NN=C(O1)C(=O)N1[C@@H](C2=C(CC1)NC=N2)C2=NN1C(C(=CC=C1)CC)=C2 (S)-(5-cyclopropyl-1,3,4-oxadiazol-2-yl)(4-(4-ethylpyrazolo[1,5-a]pyridin-2-yl)-1,4,6,7-tetrahydro-5H-imidazo[4,5-c]pyridin-5-yl)methanone